(R)-2-(4-cyano-2-methoxyphenoxy)-4-methyl-N-(3-(S-methylaminosulfinyl)phenyl)-5-(p-tolyl)nicotinamide C(#N)C1=CC(=C(OC2=C(C(=O)NC3=CC(=CC=C3)[S@@](=O)NC)C(=C(C=N2)C2=CC=C(C=C2)C)C)C=C1)OC